1,3-Bis(palmitoyloxy)propan-2-yl (2-(4-hydroxy-2-methylbutan-2-yl)-3,5-dimethylphenyl) succinate C(CCC(=O)OC1=C(C(=CC(=C1)C)C)C(C)(CCO)C)(=O)OC(COC(CCCCCCCCCCCCCCC)=O)COC(CCCCCCCCCCCCCCC)=O